2-(3-Bromo-7-methyl-5,6,7,8-tetrahydroimidazo[1,2-a]pyridin-2-yl)-3-methyl-6-(1,1,2,2,2-pentafluoroethyl)imidazo[4,5-c]pyridine BrC1=C(N=C2N1CCC(C2)C)C2=NC1=C(C=NC(=C1)C(C(F)(F)F)(F)F)N2C